N-(4-methylpiperazino)-5-bromothiophene-2-carboxamide CN1CCN(CC1)NC(=O)C=1SC(=CC1)Br